FC(S(=O)(=O)OC1=COC(=CC1=O)CN1CC2=CC=CC=C2C1)(F)F 6-(isoindolin-2-ylmethyl)-4-oxo-4H-pyran-3-yl trifluoromethanesulfonate